ClC=1C=CC2=C(C(=NCC3=C2N=CN=C3)C3=C(C=CC=C3)Cl)C1 9-Chloro-7-(2-chloro-phenyl)-5H-benzo[c]pyrimido[4,5-e]azepin